[(hydroxyethylsulphonyl)-phenylazo]-naphthalene OCCS(=O)(=O)C1=C(C=CC=C1)N=NC1=CC=CC2=CC=CC=C12